2-(4-(((S)-2-amino-5-formyl-4-oxo-1,4,5,6,7,8-hexahydropteridin-6-yl)(methyl)amino)benzamido)pentanedioic acid NC=1NC=2NC[C@H](N(C2C(N1)=O)C=O)N(C1=CC=C(C(=O)NC(C(=O)O)CCC(=O)O)C=C1)C